C1=C2C=3C4=C(COC3C=C1C1=CN=C(N1)[C@H]1N(CCC1)C([C@H](C(C)C)NC(OC(C)(C)C)=O)=O)C=C(C=C4OC2)C2=CN=C(N2)[C@H]2N(CCC2)C([C@H](C(C)C)NC(OC(C)(C)C)=O)=O di-tert-butyl ((2S,2'S)-((2S,2'S)-((5,10-dihydrochromeno[5,4,3-cde]chromene-2,7-diyl)bis(1H-imidazole-5,2-diyl))bis(pyrrolidine-2,1-diyl))bis(3-methyl-1-oxobutane-1,2-diyl))dicarbamate